C(CCC)OCCC(=O)OCCCC butyl β-butoxypropionate